C(C)(C)(C)OC(=O)NC=1SC2=C(N1)C(=C(C=C2F)F)OS(=O)(=O)C(F)(F)F Trifluoromethanesulfonic acid 2-[(tert-butoxycarbonyl) amino]-5,7-difluoro-1,3-benzothiazol-4-yl ester